1,3,5-heptatriene C=CC=CC=CC